C(#CCC)OCC(COC#CCC)O 1,3-di(1-butynyloxy)-2-propanol